{2-[(2-iodo-4-morpholino-1H-1,5,7-triazainden-1-yl)methoxy]ethyl}tris(methyl)silane IC=1N(C2=NC=NC(=C2C1)N1CCOCC1)COCC[Si](C)(C)C